C(C)(C)(C)OC(CCC1=CC(=C(C=C1)Cl)C(F)(F)F)=O 3-(4-chloro-3-(trifluoromethyl)phenyl)propionic acid tert-butyl ester